5-phenylthiazole C1(=CC=CC=C1)C1=CN=CS1